ethoxy-5-[cis-2-ethyl-4-hydroxypiperidin-1-yl]-N-[(3R)-1-methylpyrrolidin-3-yl]-[2,3'-bipyridine]-6-carboxamide C(C)OC=1C(=NC(=C(C1)N1[C@H](C[C@H](CC1)O)CC)C(=O)N[C@H]1CN(CC1)C)C=1C=NC=CC1